BrC1=CC=C(C=C1)CCl bromo-4-(chloromethyl)benzene